ClC=1C=C(C=CC1)N1N=CC=2C1=NC(=NC2NC(=O)C=2SC(=CC2)[N+](=O)[O-])C2=CC(=C(C=C2)F)OC N-(1-(3-chlorophenyl)-6-(4-fluoro-3-methoxyphenyl)-1H-pyrazolo[3,4-d]pyrimidin-4-yl)-5-nitrothiophene-2-carboxamide